4-methoxy-2-phenyl-1-(1,10-phenanthrolin-2-yl)-1H-benzimidazole COC1=CC=CC=2N(C(=NC21)C2=CC=CC=C2)C2=NC1=C3N=CC=CC3=CC=C1C=C2